ClC=1C=C2C(=CC(=NC2=CC1)C(F)(F)F)NCC1(CC(C1)O)C1=CC=CC=C1 3-(((6-Chloro-2-(trifluoromethyl)quinolin-4-yl)amino)methyl)-3-phenylcyclobutan-1-ol